C(C(C)C)(=O)C(C(=O)O)=C.C(C=C)(=O)OCC(C)C Isobutyl acrylate (isobutoyl acrylate)